(1r,3r,5s,6r)-3-(6-chloro-1H-indazol-4-yl)-3-hydroxy-N-methylbicyclo[3.1.0]hexane-6-carboxamide ClC1=CC(=C2C=NNC2=C1)C1(C[C@H]2C([C@H]2C1)C(=O)NC)O